S-(4-chlorophenyl) thiocarboxylate C(=O)SC1=CC=C(C=C1)Cl